oxo-5H,8H-pyrido[2,3-b]pyrazin O=C1C=CNC2=NC=CN=C21